CC1(OB(OC1(C)C)C=1C=CC(=NC1)CC(F)(F)F)C 5-(4,4,5,5-tetramethyl-1,3,2-dioxaborolan-2-yl)-2-(2,2,2-trifluoroethyl)pyridine